CNCC[C@H](C1=CC=CC=C1)OC1=CC=C(C=C1)C (3R)-N-methyl-3-(4-methylphenoxy)-3-phenylpropylamine